O=C\1OCCC/C1=C\[O-] (E)-(2-oxo-tetrahydropyran-3-ylidene)methoxide